BrC1=CC=C(C=C1)N(C(=O)[C@H]1N(CCC1)C([C@H](C(C)(C)C)NC(=O)C1=CC2=C(S1)C=CC(=C2)C(P(=O)(O)O)(F)F)=O)CCC(=O)O 3-((S)-N-(4-bromophenyl)-1-((S)-2-(5-(difluoro(phosphono)methyl)benzo[b]thiophene-2-carboxamido)-3,3-dimethylbutanoyl)pyrrolidine-2-carboxamido)propanoic acid